3-Bromo-2-(difluoromethyl)benzonitrile BrC=1C(=C(C#N)C=CC1)C(F)F